The molecule is a anthracycline antibiotic that is a cardiotoxic metabolite of carminomycin obtained by formal reduction of the carbonyl group. It has a role as a cardiotoxic agent, an antineoplastic agent and a drug metabolite. It is a member of p-quinones, an aminoglycoside antibiotic, an anthracycline antibiotic and a member of tetracenequinones. It derives from a carminomycin. It is a conjugate base of a (13R)-13-dihydrocarminomycin(1+). It derives from a hydride of a tetracene. C[C@H]1[C@H]([C@H](C[C@@H](O1)O[C@H]2C[C@@](CC3=C2C(=C4C(=C3O)C(=O)C5=C(C4=O)C(=CC=C5)O)O)([C@@H](C)O)O)N)O